9,10-diphenylanthrylboric acid C1(=CC=CC=C1)C=1C2=CC=CC=C2C(=C2C=CC=C(C12)OB(O)O)C1=CC=CC=C1